tert-butyl (2R)-2-[[(4-cyanopyridin-3-yl)oxy]methyl]pyrrolidine-1-carboxylate C(#N)C1=C(C=NC=C1)OC[C@@H]1N(CCC1)C(=O)OC(C)(C)C